C(C)/C(/C(CC)=O)=C\C1=CC=C(C=C1)C (E)-4-ethyl-5-(4-methylphenyl)-pent-4-en-3-one